CC(C)CCCC(C)CCO DIHYDROCITRONELLOL